CO[C@H]1CN(C[C@@H]1NC(=O)NCCCCCCCCCCCCC)C=1OC2=C(N1)C=C(C=C2)C(=O)O 2-((3S,4S)-3-methoxy-4-(3-tridecylureido)pyrrolidin-1-yl)benzo[d]oxazole-5-carboxylic acid